N'-(2-chloro-5-fluoro-phenyl)-6-[5-(difluoromethyl)-2-methyl-phenyl]pyrrolo[1,2-b]pyridazine-3-carboxamidine ClC1=C(C=C(C=C1)F)N=C(N)C1=CC=2N(N=C1)C=C(C2)C2=C(C=CC(=C2)C(F)F)C